1-(4-(dimethylamino)piperidin-1-yl)-3-(1-ethyl-1H-imidazol-2-yl)-3-hydroxypropan-1-one CN(C1CCN(CC1)C(CC(O)C=1N(C=CN1)CC)=O)C